C1(=CC=CC=C1)[N-]C1=CC=CC=C1 N,N-diphenylamid